3-(5-(((1S,2S)-2-(3-(2,3-dihydrobenzo[b][1,4]dioxin-6-yl)azetidin-1-yl)cyclohexyl)oxy)-1-oxoisoindolin-2-yl)piperidine-2,6-dione O1C2=C(OCC1)C=C(C=C2)C2CN(C2)[C@@H]2[C@H](CCCC2)OC=2C=C1CN(C(C1=CC2)=O)C2C(NC(CC2)=O)=O